C(N)(=O)C=1C=C(C=CC1)NC(=O)C=1C(=NC2=CC=NC=C2C1)N1CCC(CCC1)(F)F N-(3-carbamoylphenyl)-2-(4,4-difluoroazepan-1-yl)-1,6-naphthyridine-3-carboxamide